O=CCC1CCN(CC1)NC(OC(C)(C)C)=O tert-butyl N-[4-(2-oxoethyl)-1-piperidyl]carbamate